(S)-1'-(8-((2-amino-3-chloropyridin-4-yl)thio)-7-methylimidazo[1,2-c]pyrimidin-5-yl)-5,6-difluoro-1,3-dihydrospiro[indene-2,4'-piperidine]-1-amine NC1=NC=CC(=C1Cl)SC=1C=2N(C(=NC1C)N1CCC3(CC1)[C@@H](C1=CC(=C(C=C1C3)F)F)N)C=CN2